2-fluoro-3-hydroxyphenyl-boric acid FC1=C(C=CC=C1O)OB(O)O